2-(benzyloxy)cyclopentanecarboxylic acid C(C1=CC=CC=C1)OC1C(CCC1)C(=O)O